FC1=CC=C(C=C1)C1=NC(=NC=2[C@]3([C@H](CCC12)[C@H](C(C(=C3)C#N)=O)C)C)C3=CC(=NC1=CC=CC=C31)C (6aR,7R,10aS)-4-(4-fluorophenyl)-7,10a-dimethyl-2-(2-methylquinolin-4-yl)-8-oxo-5,6,6a,7,8,10a-hexahydrobenzo[h]quinazoline-9-carbonitrile